C(C)C1=CC=CC(=N1)C=1C(=C(C=CC1)N(C(=O)N)CC=1C=NC=CC1)S(N)(=O)=O (6-ethylpyridin-2-yl(sulfamoyl)phenyl)-1-(pyridin-3-ylmethyl)urea